O=C1N(C(C2=CC=CC=C12)=O)N(C(C1=CN=CC=C1C(F)(F)F)=O)C N-(1,3-dioxoisoindolin-2-yl)-N-methyl-4-(trifluoromethyl)nicotinamide